BrC=1C=C2C=NC(=NC2=CC1)NC1CCC(CC1)N(C)C (1r,4r)-N1-(6-bromoquinazolin-2-yl)-N4,N4-dimethylcyclohexane-1,4-diamine